4-amino-5-fluoro-1-((2R,5S)-5-(hydroxymethyl)-5-methyltetrahydrofuran-2-yl)pyrimidin-2(1H)-one NC1=NC(N(C=C1F)[C@@H]1O[C@](CC1)(C)CO)=O